BrC=1C2(C3=CC(=CC=C3C1)OC)CCC(CC2)(C(=O)OC)NC2=CC(=CC=C2)Cl methyl (1s,4s)-2'-bromo-4-(3-chloroanilino)-6'-methoxyspiro[cyclohexane-1,1'-indene]-4-carboxylate